CC1=CC=C(C=C2C(C3(CCC2C3(C)C)C)=O)C=C1 3-(4-methylbenzylidene)-1,7,7-trimethylbicyclo[2.2.1]heptan-2-one